FC(OC1=CC=C(C=N1)NS(=O)(=O)C1=CNC(=C1)C1=CC=CC=C1)F N-[6-(difluoromethoxy)-3-pyridyl]-5-phenyl-1H-pyrrole-3-sulfonamide